[N+](=O)([O-])[O-].[K+].[Na+].[N+](=O)([O-])[O-] Sodium potassium nitrate